CC(CC(=O)NC(C(=O)O)CCN(CCCCC1=NC=2NCCCC2C=C1)CCOCC)(C)C 2-(3,3-dimethylbutanoylamino)-4-[2-ethoxyethyl-[4-(5,6,7,8-tetrahydro-1,8-naphthyridin-2-yl)butyl]amino]butanoic acid